S1C=NC2=C1C=C(C=C2)C=2C(=NN1C2OCC1)C1=CC=C(C=C1)F 7-(Benzo[d]thiazol-6-yl)-6-(4-fluorophenyl)-2,3-dihydropyrazolo[5,1-b]oxazole